FC=1C(=C(C=CC1F)C1CCN(CC1)C(=O)C1=NNC2=C1CN(CC2)C(C)=O)C(F)(F)F 1-(3-(4-(3,4-Difluoro-2-(trifluoromethyl)phenyl)piperidine-1-carbonyl)-6,7-dihydro-1H-pyrazolo[4,3-c]pyridin-5(4H)-yl)ethanone